C(C1=CC=CC=C1)N1N=CC2=C(C=CC=C12)\C=C\OCC (E)-1-benzyl-4-(2-ethoxyvinyl)-1H-indazole